1-(1,3-bis(oleoyloxy) prop-2-yl) 10-(4-(hydroxymethyl)-2,6-dimethoxyphenyl) 3,8-dimethylsebacate CC(CC(=O)OC(COC(CCCCCCC\C=C/CCCCCCCC)=O)COC(CCCCCCC\C=C/CCCCCCCC)=O)CCCCC(CC(=O)OC1=C(C=C(C=C1OC)CO)OC)C